C12C=CCC2O1 6-oxabicyclo[3.1.0]hex-2-ene